C(C)(C)OC(CCNC=1N=[N+](C2=C(N1)C=CC(=C2)C2=CN=CS2)[O-])=O 3-((3-isopropoxy-3-oxopropyl)amino)-7-(thiazol-5-yl)benzo[e][1,2,4]triazine-1-oxide